CC1CCC=2C1=NC1=C(C2N)CCC1 3-Methyl-1,2,3,5,6,7-hexahydrodicyclopenta[b,e]pyridin-8-amine